2-[4-[(E)-3-(3-Fluorophenyl)prop-2-enoyl]phenoxy]propanoic acid FC=1C=C(C=CC1)/C=C/C(=O)C1=CC=C(OC(C(=O)O)C)C=C1